(1S,2S,3S)-N-(8-amino-7-fluoro-6-(4-methylpyridin-3-yl)isoquinolin-3-yl)-2-(1-(2,2-difluoroethyl)-1H-pyrazol-4-yl)-3-methylcyclopropane-1-carboxamide NC=1C(=C(C=C2C=C(N=CC12)NC(=O)[C@@H]1[C@H]([C@@H]1C)C=1C=NN(C1)CC(F)F)C=1C=NC=CC1C)F